N1=CC=CC2=CC=C(C=C12)[C@@H]1C(C1)C=1C=2N(N=C(C1)C=1C(NC(NC1)=O)=O)C=CN2 5-(8-((2S,2S)-2-(quinolin-7-yl)cyclopropyl)imidazo[1,2-b]pyridazin-6-yl)pyrimidine-2,4(1H,3H)-dione